C(C)N(C(C1=C(C=CC(=C1)F)C1=C2C=NN(C2=CC(=C1)C1CN(CC1)CC1(CCC(CC1)NS(=O)(=O)CC)O)C)=O)C(C)C N-ethyl-5-fluoro-2-[1-methyl-6-(1-{[(1s,4s)-4-ethanesulfonamido-1-hydroxycyclohexyl]methyl}pyrrolidin-3-yl)-1H-indazol-4-yl]-N-(isopropyl)benzamide